N-[2-(hydroxymethyl)-2-methyl-6-morpholino-3H-benzofuran-5-yl]-6-methyl-pyrazolo[1,5-a]pyrimidine-3-carboxamide OCC1(OC2=C(C1)C=C(C(=C2)N2CCOCC2)NC(=O)C=2C=NN1C2N=CC(=C1)C)C